7-diethoxyphosphoryl-2,2-dimethyl-4H-1,3-benzodioxine C(C)OP(=O)(OCC)C=1C=CC2=C(OC(OC2)(C)C)C1